(pyridin-2-yl)-6-oxaspiro[4.5]decan N1=C(C=CC=C1)C1CCCC12OCCCC2